FC1(C2CCC1(C2)C(=O)O)F 5,5-difluorobicyclo[2.1.1]hexanecarboxylic acid